C(C)(C)(C)OC(=O)NCC=1C=C(C=CC1)C=1SC=C(N1)C(=O)N[C@@H](CO[Si](C)(C)C(C)(C)C)C(=O)OC Methyl N-(2-(3-(((tert-butoxycarbonyl)amino)methyl)phenyl)thiazole-4-carbonyl)-O-(tert-butyldimethylsilyl)-L-serinate